C(C(=O)O)OC1=NC(=C(C(=C1Cl)N)Cl)F The molecule is an aminopyridine that is pyridin-4-amine substituted by chloro groups at positions 3 and 5, a fluoro group at position 6 and a carboxymethoxy group at position 2. It has a role as a xenobiotic, an environmental contaminant and a herbicide. It is an aminopyridine, an organochlorine compound, an aromatic ether, a monocarboxylic acid and an organofluorine compound.